NC(CCC(=O)O)CC γ-aminocaproic acid